(R)-tert-butyl 4-(6-((1-hydroxypropan-2-yl)carbamoyl)pyridin-3-yl)piperazine-1-carboxylate OC[C@@H](C)NC(=O)C1=CC=C(C=N1)N1CCN(CC1)C(=O)OC(C)(C)C